NC=1C=CC(=C(C1)S(=O)(=O)NCCC1=NC=CC=C1)CC 5-amino-2-ethyl-N-[2-(2-pyridyl)ethyl]benzenesulfonamide